ethyl-1,8-octanediol C(C)C(CCCCCCCO)O